methyl (S,E)-(1-((1-((7-((2,4-difluorobenzyl)oxy)-5-fluorobenzo[d]thiazol-2-yl)methyl)-2-oxo-1,2-dihydropyridin-3-yl)amino)-7-(methylamino)-1,7-dioxohept-5-en-2-yl)carbamate FC1=C(COC2=CC(=CC=3N=C(SC32)CN3C(C(=CC=C3)NC([C@H](CC\C=C\C(=O)NC)NC(OC)=O)=O)=O)F)C=CC(=C1)F